(13R)-13-methyl-19-(oxan-2-yl)-8,11,14-trioxa-5,19,20-triazatetracyclo[13.5.2.12,5.018,21]tricosa-1(20),2(23),3,15(22),16,18(21)-hexaene-4-carbonitrile C[C@@H]1COCCOCCN2C(=CC(C3=NN(C=4C=CC(O1)=CC34)C3OCCCC3)=C2)C#N